C(C1=CC=CC=C1)OC(N(C)C(C=O)C(C)C)=O 3-methyl-1-oxobutan-2-yl-(methyl)carbamic acid benzyl ester